C1(CC1)C1=CC(=NN1C)NC1=NC(=NC=C1)N(C1CCC(CC1)NC(=O)C1CC2=CC=CC=C2C1)C N-((1R,4R)-4-((4-((5-cyclopropyl-1-methyl-1H-pyrazol-3-yl)amino)pyrimidin-2-yl)(methyl)amino)cyclohexyl)-2,3-dihydro-1H-indene-2-carboxamide